S1S[C@@H](CC1)CCCCC(=O)N1C=CC2=C1N=CN=C2N([C@H]2CN(CC[C@H]2C)C(CC#N)=O)C 3-((3R,4R)-3-((7-(5-((R)-1,2-Dithiolan-3-yl)pentanoyl)-7H-pyrrolo[2,3-d]pyrimidin-4-yl)(methyl)amino)-4-methylpiperidin-1-yl)-3-oxopropanenitrile